(±)-ethyl 2-cyclopropyl-2-hydroxyacetate C1(CC1)[C@H](C(=O)OCC)O |r|